4,7-diphenyl-1,10-phenanthrolin C1(=CC=CC=C1)C1=CC=NC2=C3N=CC=C(C3=CC=C12)C1=CC=CC=C1